C(#N)C1=C(C=C(C=C1)C1=CC(=NN1C1=CC=C(C=C1)N1CCC(CC1)O)NC[C@@H]1C[C@H](CCC1)NC(OC(C)(C)C)=O)F Tert-butyl ((1S,3S)-3-(((5-(4-cyano-3-fluorophenyl)-1-(4-(4-hydroxypiperidin-1-yl)phenyl)-1H-pyrazol-3-yl)amino)methyl)cyclohexyl)carbamate